P(OC1=C(C=C(C=C1)C(C)(C)C)C(C)(C)C)([O-])[O-] 2,4-di-t-butyl-phenyl phosphite